C(#N)C1=C(C=C(C=C1)NC(C(CS(=O)(=O)C1=CC=C(C=C1)F)(C)O)=O)C(F)(F)F N-[4-cyano-3-(trifluoromethyl)phenyl]-3-(4-fluorophenyl)sulfonyl-2-hydroxy-2-methylpropionamide